7-chloro-4-((4-methoxybenzyl)amino)-N-(1-(pyrimidin-2-yl)ethyl)-N-((5-(trifluoromethyl)pyridin-2-yl)methyl)pyrrolo[1,2-a]quinoxaline-8-formamide ClC=1C=C2N=C(C=3N(C2=CC1C(=O)N(CC1=NC=C(C=C1)C(F)(F)F)C(C)C1=NC=CC=N1)C=CC3)NCC3=CC=C(C=C3)OC